disodium 4,4'-bis{[4-phenylamino-6-(N-2-hydroxyethyl-N-methylamino)-s-triazin-2-yl]-amino}-2,2'-stilbenedisulfonate C1(=CC=CC=C1)NC1=NC(=NC(=N1)N(C)CCO)NC=1C=C(C(=CC1)C=CC=1C(=CC(=CC1)NC1=NC(=NC(=N1)NC1=CC=CC=C1)N(CCO)C)S(=O)(=O)[O-])S(=O)(=O)[O-].[Na+].[Na+]